CC=1C(=C(C=CC1)O)Br methyl-bromophenol